N-Ethyl-4-((4-methoxypyridin-2-yl)amino)-2-(1-methyl-1H-imidazol-2-yl)-6-(1-methyl-1H-pyrazol-3-yl)pyrrolo[2,1-f][1,2,4]triazine-5-carboxamide C(C)NC(=O)C=1C(=CN2N=C(N=C(C21)NC2=NC=CC(=C2)OC)C=2N(C=CN2)C)C2=NN(C=C2)C